BrC1=CC=C(C=C1)NN (4-Bromophenyl)hydrazine